ClC1=C(C(=CC=C1)Cl)C(C)OC=1C=C2C(=NNC2=CC1)NC1=C(C=CC=C1)NC(C=C)=O N-(2-((5-(1-(2,6-dichlorophenyl)ethoxy)1H-indazol-3-yl)amino)phenyl)acrylamide